O1CCN(CC1)C1=C(C=C2N=C3C(C4=C(C(C3=NC2=C1)=O)N=CC=C4)=O)C(F)(F)F 9-morpholino-8-(trifluoromethyl)pyrido[2,3-b]phenazine-5,12-dione